Cl.C(C)OC(C(CC1CCNCC1)C)=O 2-methyl-3-(piperidin-4-yl)propionic acid ethyl ester, hydrochloride